FC=1C=C2C(C(=C(C(C2=CC1)=O)CC1=CC=C(C=C1)C(F)(F)F)C)=O 6-fluoro-3-methyl-2-{[4-(trifluoromethyl)phenyl]methyl}naphthalene-1,4-dione